COC(=O)C1=CC2=C(CN(CC2)C=2C=NC=NC2)S1 6-(pyrimidin-5-yl)-4,5,6,7-tetrahydrothieno[2,3-c]pyridine-2-carboxylic acid methyl ester